CC=1N=C2N(N=C(C=C2OC2=CC=CC=C2)C=2C=C3C=NN(C(C3=CC2)=O)C2CCNCC2)C1 6-(2-methyl-8-phenoxy-imidazo[1,2-b]pyridazin-6-yl)-2-(4-piperidyl)phthalazin-1-one